(R)-2-(6-cyano-1-(2-(2-methoxyphenyl)-2-((tetrahydro-2H-pyran-4-yl)oxy)ethyl)-5-methyl-2,4-dioxo-1,2-dihydrothieno[2,3-d]pyrimidin-3(4H)-yl)-2-methylpropionic acid C(#N)C1=C(C2=C(N(C(N(C2=O)C(C(=O)O)(C)C)=O)C[C@H](OC2CCOCC2)C2=C(C=CC=C2)OC)S1)C